C(C)(=O)N1C(CC(C1)C1=CC(=C(C=C1)OC(F)F)O)C(=O)O 1-acetyl-4-(4-(difluoromethoxy)-3-hydroxyphenyl)pyrrolidine-2-carboxylic acid